N1N=CC(=C1)C#CC1=CC=C(C=C1)C#CC=1C=NNC1 1,4-bis(1H-pyrazol-4-ylethynyl)Benzene